8-(4-((2,6-dimethylpyrimidin-4-yl)oxy)piperidin-1-yl)-5-methyl-6-oxo-5,6-dihydro-1,5-naphthyridine-2-carbonitrile CC1=NC(=CC(=N1)OC1CCN(CC1)C1=CC(N(C=2C=CC(=NC12)C#N)C)=O)C